C(C)S(=O)(=O)C1=C(N=C2N1C=C(C=C2F)C(F)(F)F)C2=NC=1C(=NC=C(C1)C(F)(F)F)N2C 2-[3-ethyl-sulfonyl-8-fluoro-6-(trifluoromethyl)imidazo[1,2-a]pyridin-2-yl]-3-methyl-6-(trifluoromethyl)imidazo[4,5-b]pyridine